C(C)C(C#N)(CC)C1=NC=C(C=C1)I 2-ethyl-2-(5-iodo-pyridin-2-yl)-butyronitrile